C(=O)O.NCCN(CCNC(C1=C(C=C(C=C1)NC=1C=2N(C=CN1)C(=CN2)C=2C(=NNC2)C(F)(F)F)CC)=O)C(N)=O N-[2-(2-aminoethyl-carbamoylamino)ethyl]-2-ethyl-4-[[3-[3-(trifluoromethyl)-1H-pyrazol-4-yl]imidazo[1,2-a]pyrazin-8-yl]amino]benzamide formate